7-((3-butylheptyl)oxy)-7-oxoheptanoic acid C(CCC)C(CCOC(CCCCCC(=O)O)=O)CCCC